C(#N)N1[C@H]2[C@@H](C[C@@H]1CC2)NC(=O)C=2C=C1C(=NN(C1=CC2)C2=NC(=CC=C2)C2CC2)C N-((1R,2R,4S)-7-cyano-7-azabicyclo[2.2.1]heptan-2-yl)-1-(6-cyclopropyl-2-pyridinyl)-3-methyl-1H-indazole-5-carboxamide